FC1(CC(CC1)N1N=C(C=CC1=O)C=1C=NN(C1)C1=C(C=C(C=C1)NS(=O)(=O)CCO)N1CCC2(CC2)CC1)F N-(4-(4-(1-(3,3-Difluorocyclopentyl)-6-oxo-1,6-dihydropyridazin-3-yl)-1H-pyrazol-1-yl)-3-(6-azaspiro[2.5]octan-6-yl)phenyl)-2-hydroxyethane-1-sulfonamide